BrC=1C=C(C=C(C1)C(C)(C)C)C=1C(=CC(=CC1)Cl)C(=O)OC methyl 3'-bromo-5'-tert-butyl-4-chloro-[1,1'-biphenyl]-2-carboxylate